5-sulfoisophthalic acid potassium salt [K+].S(=O)(=O)([O-])C=1C=C(C=C(C(=O)[O-])C1)C(=O)[O-].[K+].[K+]